(4-(1-(5-(5-((5,6-difluoro-2,3-dihydro-1H-inden-2-yl)amino)pyrazine-2-yl)-1,3,4-oxadiazol-2-yl)azetidin-3-yl)-1H-1,2,3-triazol-1-yl)methyl pivalate C(C(C)(C)C)(=O)OCN1N=NC(=C1)C1CN(C1)C=1OC(=NN1)C1=NC=C(N=C1)NC1CC2=CC(=C(C=C2C1)F)F